4-methylbenzenesulfonic acid 17-hydroxy-3,6,9,12,15-pentaoxaheptadecyl ester OCCOCCOCCOCCOCCOCCOS(=O)(=O)C1=CC=C(C=C1)C